C(C)(C)(C)OC(=O)N1C2C3=CC=4OCOC4C=C3C1CC2 5,7-dioxa-14-azatetracyclo[9.2.1.02,10.04,8]Tetradeca-2,4(8),9-triene-14-carboxylic acid tert-butyl ester